trans-2-bromo-N-(4-((5-fluoro-4-(3-(2-oxooxazolidin-3-yl)phenyl)pyrimidin-2-yl)amino)cyclohexyl)acetamide BrCC(=O)N[C@@H]1CC[C@H](CC1)NC1=NC=C(C(=N1)C1=CC(=CC=C1)N1C(OCC1)=O)F